tert-butyl N-[6-[1,5-bis(hydroxymethyl)-8-oxabicyclo[3.2.1]octan-3-yl]-2-(4,4-dimethylcyclohexen-1-yl)-3-pyridyl]carbamate OCC12CC(CC(CC1)(O2)CO)C2=CC=C(C(=N2)C2=CCC(CC2)(C)C)NC(OC(C)(C)C)=O